(5-bromopentyl)5-(2,4-dichlorophenyl)-1,3,4-oxadiazole BrCCCCCC=1OC(=NN1)C1=C(C=C(C=C1)Cl)Cl